ClC=1C=C(C=CC1)S(=O)(=O)N1C2=C(C=3N=C4N(C=CN=C4)C31)C=NC=C2 5-((3-chlorophenyl)sulfonyl)-5H-pyrido[3'',4'':4',5']pyrrolo[3',2':4,5]imidazo[1,2-a]pyrazine